3-{[([2,2'-bipyridin]-5-yl)methyl]amino}-N-[(1S,2S)-2-hydroxycyclohexyl]-4-methylbenzamide N1=C(C=CC(=C1)CNC=1C=C(C(=O)N[C@@H]2[C@H](CCCC2)O)C=CC1C)C1=NC=CC=C1